5-methoxy-2-(3-methyl-1H-pyrazol-4-yl)-4-(2,8-diazaspiro[4.5]decan-8-yl)pyrido[3,4-d]pyrimidine COC1=CN=CC=2N=C(N=C(C21)N2CCC1(CCNC1)CC2)C=2C(=NNC2)C